CN(C(C(=O)O)(CC)C1=CC=CC=C1)C 2-(dimethylamino)-2-phenylbutyric acid